BrC1=CC2=C(S(C=C2)(=O)=O)C=C1 5-bromobenzo[b]thiophene 1,1-dioxide